C(CCCCCCC\C=C/CCCCCCCC)(=O)OC1=CC=C(C=C1)CC(=O)OCCCN1CCN(CC1)CCCOC(CC1=CC=C(C=C1)OC(CCCCCCC\C=C/CCCCCCCC)=O)=O [4-[2-[3-[4-[3-[2-[4-[(Z)-octadec-9-enoyl]oxyphenyl] acetyl]oxypropyl]piperazin-1-yl]propoxy]-2-oxoethyl]phenyl] (Z)-octadec-9-enoate